N1=CC=C(C=C1)C1CNC1 3-(pyridin-4-yl)azetidine